5-(methoxy(methyl)amino)-5-oxopentanoic acid 5-octyltridecyl ester C(CCCCCCC)C(CCCCOC(CCCC(=O)N(C)OC)=O)CCCCCCCC